(S,E)-4-(2-(1-(4-fluorophenyl)-3,4-dihydroisoquinolin-2(1H)-ylsulfonyl)vinyl)quinuclidine FC1=CC=C(C=C1)[C@@H]1N(CCC2=CC=CC=C12)S(=O)(=O)/C=C/C12CCN(CC1)CC2